C(=O)(O)N1C(N=CC1)=C1N=CC=N1 N-carboxybiimidazole